1-(CYCLOPROPYLMETHYL)-PYRROL-3-YLBORONIC ACID C1(CC1)CN1C=C(C=C1)B(O)O